Methyl (1S,3S)-3-((6-(5-((4-bromo-1H-1,2,3-triazol-1-yl)methyl)-1-methyl-1H-1,2,3-triazol-4-yl)-2-methylpyridin-3-yl)oxy)cyclohexane-1-carboxylate BrC=1N=NN(C1)CC1=C(N=NN1C)C1=CC=C(C(=N1)C)O[C@@H]1C[C@H](CCC1)C(=O)OC